scandium-gallium [Ga].[Sc]